NCCNC=1C=C(N)C=CC1 3-(2-aminoethyl)aminoaniline